CNCCCC(=O)O 4-(methylamino)butanoic acid